C(C)(C)(C)OC(=O)N1CCC(CC1)C 1-(tert-butoxycarbonyl)-4-methylpiperidin